methyl-2-(4,6-bis((3-(trifluoromethyl)phenyl)amino)-1,3,5-triazin-2-yl)-L-serine CN[C@@](CO)(C(=O)O)C1=NC(=NC(=N1)NC1=CC(=CC=C1)C(F)(F)F)NC1=CC(=CC=C1)C(F)(F)F